(1-((2,4-difluorophenyl)amino)-6-methylisoquinolin-5-yl)-4-((2,4-dimethoxybenzyl)amino)-6-fluoroquinazoline-8-carboxamide FC1=C(C=CC(=C1)F)NC1=NC=CC2=C(C(=CC=C12)C)C1=NC2=C(C=C(C=C2C(=N1)NCC1=C(C=C(C=C1)OC)OC)F)C(=O)N